BrC1=CC=2NC(=CC2S1)C(=O)OC methyl 2-bromo-4H-thieno[3,2-b]pyrrole-5-carboxylate